OC1=C(C=C(C=C1C(C)(C)C)CCCOC(C(=C)C)=O)N1N=C2C(=N1)C=CC(=C2)Cl 2-(2'-hydroxy-5'-methacryloyloxypropyl-3'-tert-butyl-phenyl)-5-chlorobenzotriazole